1-amino-2-imidazolinone NN1C=NC(C1)=O